C(=O)(OC)C=P(C1=CC=CC=C1)(C1=CC=CC=C1)C1=CC=CC=C1 (carbomethoxy-methylene)triphenylphosphorane